C(C=1C(C(=O)[O-])=CC=CC1)(=O)OC(CCCCCCCCCC)CCCCC n-pentyl-undecyl phthalate